CC(C)(O)C Dimethyl-ethanol